C(C1=CC=CC=C1)N1CC(CC1)(C(=O)O)CC(=O)O 1-benzyl-3-(carboxymethyl)pyrrolidine-3-carboxylic acid